ClCC1=CC=C(C=N1)N1C(NC(CC1)=O)=O 1-(6-(Chloromethyl)pyridin-3-yl)dihydropyrimidine-2,4(1H,3H)-dione